4-[(3aS,4S,6aR)-2-[(4-chloro-2-hydroxy-phenyl)methyl]-4-methyl-1,3,3a,4,6,6a-hexahydropyrrolo[3,4-c]pyrrol-5-yl]-6-chloro-1-methyl-2-oxo-1,5-naphthyridine-3-carbonitrile ClC1=CC(=C(C=C1)CN1C[C@@H]2CN([C@H]([C@@H]2C1)C)C1=C(C(N(C2=CC=C(N=C12)Cl)C)=O)C#N)O